(R)-3'-(1-(6-(2-(3-chlorophenyl)-2-hydroxyacetyl)-4-oxo-4,5,6,7,8,9-hexahydro-3H-pyrimido[5,4-c]azepin-2-yl)cyclopropyl)-[1,1'-biphenyl]-3-sulfonamide ClC=1C=C(C=CC1)[C@H](C(=O)N1CC2=C(CCC1)N=C(NC2=O)C2(CC2)C=2C=C(C=CC2)C2=CC(=CC=C2)S(=O)(=O)N)O